7-(1H-Imidazol-1-yl)-3,4-dihydroquinolin N1(C=NC=C1)C1=CC=C2CCC=NC2=C1